CC1=NN(C2=NC=C(C(=C21)N2CCCCC2)O)C2OCCCC2 3-methyl-1-(oxan-2-yl)-4-(piperidin-1-yl)pyrazolo[3,4-b]pyridin-5-ol